2-(2-chloro-1H-indol-3-yl)ethanamine hydrochloride Cl.ClC=1NC2=CC=CC=C2C1CCN